N-Bromophthalimid BrN1C(C=2C(C1=O)=CC=CC2)=O